2-[3-(Oxan-4-yl)-1,2,4-oxadiazol-5-yl]-5-[4-(trifluoromethoxy)benzene-1-sulfonyl]pyridine O1CCC(CC1)C1=NOC(=N1)C1=NC=C(C=C1)S(=O)(=O)C1=CC=C(C=C1)OC(F)(F)F